CC=1C=CC=2C(C3=CC=C(C=C3S(C2C1)(=O)=O)C)NC(=O)C=1C(NC(=C(C1)C=O)C(F)(F)F)=O N-(3,6-dimethyl-10,10-dioxido-9H-thioxanthen-9-yl)-5-formyl-2-oxo-6-(trifluoromethyl)-1,2-dihydropyridine-3-carboxamide